N-[8-fluoro-2-methylimidazo[1,2-a]pyridin-6-yl]-5-[methyl(1-methylpiperidin-4-yl)amino]cinnoline-8-carboxamide FC=1C=2N(C=C(C1)NC(=O)C=1C=CC(=C3C=CN=NC13)N(C1CCN(CC1)C)C)C=C(N2)C